NC1=NC=CC=C1C1=NC=2C(=NC(=CC2)C2=CC=CC=C2)N1C1=CC=C(C=C1)NC(=O)C=1C=C(C=CC1)CC(=O)O 2-(3-((4-(2-(2-aminopyridin-3-yl)-5-phenyl-3H-imidazo[4,5-b]pyridin-3-yl)phenyl)carbamoyl)phenyl)acetic acid